4-((5-fluoropyridin-2-yl)oxy)benzonitrile FC=1C=CC(=NC1)OC1=CC=C(C#N)C=C1